6-methyl-4-(4,4,5,5-tetramethyl-1,3,2-dioxaborolan-2-yl)-1-tosyl-1,6-dihydro-7H-pyrrolo[2,3-c]pyridine CN1CC2=C(C(=C1)B1OC(C(O1)(C)C)(C)C)C=CN2S(=O)(=O)C2=CC=C(C)C=C2